N-(tert-butyl)-9-isopropyl-7,10-dioxo-6-(4-(trifluoromethyl)benzyl)-2,6,9-triazaspiro[4.5]decane-2-carboxamide C(C)(C)(C)NC(=O)N1CC2(CC1)N(C(CN(C2=O)C(C)C)=O)CC2=CC=C(C=C2)C(F)(F)F